ClC=1C(=C(CN2[C@@H](C[C@@](CC2)(C(=O)O)CC2=NC(=NC(=C2F)C2CC2)NC2=NNC(=C2)C)CC)C=CC1)F (2R,4R)-1-(3-chloro-2-fluorobenzyl)-4-((6-cyclopropyl-5-fluoro-2-((5-methyl-1H-pyrazol-3-yl)amino)pyrimidin-4-yl)methyl)-2-ethylpiperidine-4-carboxylic acid